ClC1=CC2=C(N=C(O2)OC2=CC=C(O[C@@H](C(=O)O)C)C=C2)C=C1 |r| (2RS)-2-{4-[(6-chloro-1,3-benzoxazol-2-yl)oxy]phenoxy}propanoic acid